ClC=1C=C(C2=C(C(=C(O2)C)CCNC2=CC(=NC=N2)C2=CC(=C(S2)C(=O)O)C)C1)C 5-{6-[2-(5-Chloro-2,7-dimethyl-benzofuran-3-yl)-ethylamino]-pyrimidin-4-yl}-3-methylthiophene-2-carboxylic acid